(R)-5-(4-chloro-2-fluorophenyl)-2,3-dimethyl-7-(3-(pyridin-4-yl)piperidin-1-yl)pyrido[4,3-d]pyrimidin-4(3H)-one ClC1=CC(=C(C=C1)C1=NC(=CC=2N=C(N(C(C21)=O)C)C)N2C[C@H](CCC2)C2=CC=NC=C2)F